CN(C=1C=C(OCCOC=2C=CC(=NC2)N(CC2=CC=C(C=C2)N2CCOCC2)CC2=CC(=CC=C2)OC)C=CC1)C 5-(2-(3-(dimethylamino)phenoxy)ethoxy)-N-(3-methoxybenzyl)-N-(4-morpholinophenylmethyl)pyridin-2-amine